NC1CC(CC1O)C(=O)N[C@@H](C12CCC(CC1)(C2)F)C2=C(C(=CC=C2F)Cl)F 3-amino-N-((S)-(3-chloro-2,6-difluorophenyl)(4-fluoro-bicyclo[2.2.1]hept-1-yl)methyl)-4-hydroxycyclopentane-1-carboxamide